tert-butyl 9-(6-chloropyridazin-3-yl)-2-oxa-6,9-diazaspiro[4.5]decane-6-carboxylate ClC1=CC=C(N=N1)N1CCN(C2(CCOC2)C1)C(=O)OC(C)(C)C